BrC1=CC=2C3=C(N=NC2C=C1F)N(C(N3C(C)C)=O)C 8-bromo-7-fluoro-1-isopropyl-3-methyl-1,3-dihydro-2H-imidazo[4,5-c]cinnolin-2-one